NCCC(=O)O L-betA-alanine